ClC1=CN=C2N1N=C(C=C2)C2=CNC=1N=C(N=CC12)NCC=1C=NC(=CC1)N1CCN(CC1)C 5-(3-chloroimidazo[1,2-b]pyridazin-6-yl)-N-((6-(4-methylpiperazin-1-yl)pyridin-3-yl)methyl)-7H-pyrrolo[2,3-d]pyrimidin-2-amine